2-(5-chloro-2-hydroxy-3-(3-methylbenzoyl-oxy)benzylideneamino)-3-methylbutanoic acid ClC=1C=C(C(=C(C=NC(C(=O)O)C(C)C)C1)O)OC(C1=CC(=CC=C1)C)=O